6-chloro-2-(chloromethyl)-3-methylpyridine ClC1=CC=C(C(=N1)CCl)C